C1(CCCCC1)NC1=CC(=C(C=N1)C1=C(N=C(S1)C(=O)NCC(C)(C)O)C(=O)N1[C@H](CC1)C)C(F)(F)F (S)-5-(6-(cyclohexylamino)-4-(trifluoromethyl)pyridin-3-yl)-N-(2-hydroxy-2-methylpropyl)-4-(2-methylazetidine-1-carbonyl)thiazole-2-carboxamide